ClC1=C(C=CC(=C1)OCC=1C(=NOC1C1CC1)C1=C(C=CC=C1Cl)Cl)C1(CN(C1)C1=NC=C(C(=O)O)C=C1F)O 6-(3-(2-chloro-4-((5-cyclopropyl-3-(2,6-dichlorophenyl)isoxazol-4-yl)methoxy)phenyl)-3-hydroxyazetidin-1-yl)-5-fluoronicotinic acid